(2S)-2-[(3R)-1-tert-Butoxycarbonylpyrrolidin-3-yl]-3-[3-[4-(3-methoxyphenyl)triazol-1-yl]phenyl]propanoic acid C(C)(C)(C)OC(=O)N1C[C@H](CC1)[C@@H](C(=O)O)CC1=CC(=CC=C1)N1N=NC(=C1)C1=CC(=CC=C1)OC